N(=[N+]=[N-])C=1C=C(C=CC1Cl)[C@@H]1N(C(OC1)(C)C)C(=O)OC(C)(C)C tert-butyl (S)-4-(3-azido-4-chlorophenyl)-2,2-dimethyloxazolidine-3-carboxylate